N1=CN=CC=2C(=C3CCCN3C21)C=2C=C(C=NC2)C2=CC=C(C=C2)N2C(CCC2)=O 1-[4-[5-(7,8-dihydro-6H-pyrimido[5,4-b]pyrrolizin-5-yl)-3-pyridinyl]phenyl]pyrrolidin-2-one